(R)-1-(9-bromo-8-methoxy-1-propyl-5,6-dihydropyrrolo[2,1-a]isoquinoline-3-carbonyl)-2-methylazetidine-2-carbonitrile BrC1=C(C=C2CCN3C(C2=C1)=C(C=C3C(=O)N3[C@](CC3)(C#N)C)CCC)OC